F[C@H]1CN(C[C@@H]([C@H]1NC(=O)C1=CC(=CC=2N(C=NC21)CC(F)(F)F)C#CCNC=2C(OC)=CC=C(C2)C(NC)=O)C)C N-[(3S,4R,5S)-3-fluoro-1-methyl-5-methyl-4-piperidyl]-6-{3-[4-(N-methylcarbamoyl)-2-anisidino]-1-propynyl}-1-(2,2,2-trifluoroethyl)-1H-benzo[d]imidazole-4-carboxamide